C(C1=CC=CC=C1)OC1=C2C[C@H](N(CC2=CC=C1OC)C(C(C1=CC=CC=C1)C1=CC=CC=C1)=O)C(=O)O (S)-5-(benzyloxy)-2-(2,2-diphenylacetyl)-6-methoxy-1,2,3,4-tetrahydroisoquinoline-3-carboxylic acid